IC=1C(=NN(C1)C)C 4-iodo-1,3-dimethyl-1H-pyrazole